ClC1=NC=C(C(=N1)SC)I 2-chloro-5-iodo-4-methylsulfanyl-pyrimidine